CC1=C(C=CC(=C1)C)C1=NC(=NC(=N1)C1=C(C=C(C=C1)C)C)C1=C(C=C(C=C1)OCC(COCC1=CC=CC=C1)O)O 2,4-bis(2,4-dimethylphenyl)-6-[2-hydroxy-4-(3-benzyloxy-2-hydroxy-propoxy)phenyl]-s-triazine